COCCOCCN1N=NC(=C1)CCCCCCO 6-(1-(2-(2-methoxyethoxy)ethyl)-1H-1,2,3-triazol-4-yl)hexan-1-ol